F[C@@H]1C[C@H]2[C@H](CCC3=C(O2)C(=C(C=C3)C(=O)O)C)[C@H]1\C=C\C(O)C1(CCC1)C1=CC=C(C=C1)F (1R,2R,3aS,10aR)-2-fluoro-1-{(1E,3ξ)-3-[1-(4-fluorophenyl)cyclobutyl]-3-hydroxy-1-propen-1-yl}-5-methyl-2,3,3a,9,10,10a-hexahydro-1H-benzo[b]cyclopenta[f]oxepin-6-carboxylic acid